tert-butyl [2-(piperidin-4-yl)ethyl]carbamate N1CCC(CC1)CCNC(OC(C)(C)C)=O